O1CN(C=C1)OC1=CC(=CC2=C1N=CS2)C(=O)O 4-[(3S)-Oxazol-3-yloxy]-1,3-benzothiazole-6-carboxylic acid